O1CCN(CC1)C1=CC=C(S1)\C=C/1\C(=NOC1=O)C1=CC=CC=C1 (Z)-4-((5-morpholinothiophen-2-yl)methylene)-3-phenylisoxazol-5(4H)-one